4-Bromo-2,6-difluorobenzaldehyde BrC1=CC(=C(C=O)C(=C1)F)F